7-hydroxycoumarin-3-acetic acid OC1=CC=C2C=C(C(OC2=C1)=O)CC(=O)O